4-((5-(3,6-dihydro-2H-pyran-4-yl)-3-isopropylpyrazolo[1,5-a]pyrimidin-7-yl)amino)piperidine-1-carboxylic acid (3-fluoroazetidin-3-yl)methyl ester FC1(CNC1)COC(=O)N1CCC(CC1)NC1=CC(=NC=2N1N=CC2C(C)C)C=2CCOCC2